trans-3-Fluoro-1-(oxetan-3-yl)piperidin FC1CN(CCC1)C1COC1